4-((5-hydroxy-4-oxo-4H-pyran-2-yl)methoxy)-7-methylcoumarin OC=1C(C=C(OC1)COC1=CC(OC2=CC(=CC=C12)C)=O)=O